C(C(C)C)C1=CC=C(C=C1)C1=CC=C2C(C(COC2=C1)(C)C)NC(O[C@@H]1CN2CCC1CC2)=O (S)-quinuclidin-3-yl (7-(4-isobutylphenyl)-3,3-dimethylchroman-4-yl)carbamate